FC1=C(C=CC(=C1)F)C=1CCCC2=C(C1C1=CC=C(C=C1)CC1CN(C1)CCCF)C=CC(=C2OC)C(=O)O 8-(2,4-difluorophenyl)-9-(4-((1-(3-fluoropropyl)azetidin-3-yl)methyl)phenyl)-4-methoxy-6,7-dihydro-5H-benzo[7]annulene-3-carboxylic acid